ClC=1C=C(CN2C(=NC3=C2C=CC(=C3)OC(C)C)C=3C=NC(=CC3C)OCCN3CCN(CC3)C)C=CC1 1-(3-chlorobenzyl)-5-isopropoxy-2-(4-methyl-6-(2-(4-methylpiperazin-1-yl)ethoxy)pyridin-3-yl)-1H-benzo[d]imidazole